C(CCCCCCCCCCCCCCC)OC[C@@H](OC(CCC\C=C/C\C=C/C\C=C/C\C=C/CCCCC)=O)COP(=O)([O-])OCC[N+](C)(C)C 1-O-hexadecyl-2-arachidonoyl-sn-glycero-3-phosphocholine